tert-butyl N-[(1R,3S)-3-[[(4-chloro-2-pyridyl)amino]carbamoyl]cyclohexyl]carbamate ClC1=CC(=NC=C1)NNC(=O)[C@@H]1C[C@@H](CCC1)NC(OC(C)(C)C)=O